The molecule is an aspartic acid derivative obtained by formal condensation of the primary amino group of (2S,3R)-4-[(3S,4aS,8aS)-3-(tert-butylcarbamoyl)octahydroisoquinolin-2(1H)-yl]-3-hydroxy-1-phenylbutan-2-ylamine with the carboxy group of N(2)(-quinolin-2-ylcarbonyl)-L-asparagine. An inhibitor of HIV-1 protease. It has a role as a HIV protease inhibitor and an antiviral drug. It is a member of quinolines and a L-asparagine derivative. CC(C)(C)NC(=O)[C@@H]1C[C@@H]2CCCC[C@@H]2CN1C[C@H]([C@H](CC3=CC=CC=C3)NC(=O)[C@H](CC(=O)N)NC(=O)C4=NC5=CC=CC=C5C=C4)O